BrC1=CC=CC(=N1)NC(=O)[C@H]1N(C[C@@H](C1)F)C(CN1N=C(C(=C1)C=1C=NN(C1)C1=NC=C(C=N1)F)C(=O)N)=O (2-((2S,4R)-2-((6-bromopyridin-2-yl)carbamoyl)-4-fluoropyrrolidin-1-yl)-2-oxoethyl)-1'-(5-fluoropyrimidin-2-yl)-1H,1'H-[4,4'-bipyrazole]-3-carboxamide